FC(C1=NN=C(O1)C=1C=CC(=NC1)CN(C(=O)C1(CN(C1)C(CCCN(C)C)=O)F)C1=CC=CC=C1)F N-((5-(5-(difluoromethyl)-1,3,4-oxadiazol-2-yl)pyridin-2-yl)methyl)-1-(4-(dimethylamino)butanoyl)-3-fluoro-N-phenylazetidine-3-carboxamide